2-(4-hydroxy-3-methylphenyl)acetic acid OC1=C(C=C(C=C1)CC(=O)O)C